4-biphenylsulfonic acid C1(=CC=C(C=C1)S(=O)(=O)O)C1=CC=CC=C1